Diphenyl(4-(Phenylthio)-phenyl)sulfonium hexafluorophosphate F[P-](F)(F)(F)(F)F.C1(=CC=CC=C1)[S+](C1=CC=C(C=C1)SC1=CC=CC=C1)C1=CC=CC=C1